ClC1=C(N(C2=CC(=CC=C2C1=O)C1=NC(=NC=C1F)N[C@H]1[C@@H](COCC1)O)C(C)C)C(=O)NC 3-chloro-7-(5-fluoro-2-(((3S,4R)-3-hydroxytetrahydro-2H-pyran-4-yl)amino)pyrimidin-4-yl)-1-isopropyl-N-methyl-4-oxo-1,4-dihydroquinoline-2-carboxamide